O1S(OCCC1)=O 1,3,2-dioxathiane 2-oxide